FC=1C=C(C=C(C1)N1C(=NC=C1)C)C[C@@H]1CC[C@H](CC1)C(=O)N1OCC[C@H]1C=1C=C(C=NC1)C#N trans-5-[(3S)-2-[4-[[3-fluoro-5-(2-methylimidazol-1-yl)phenyl]methyl]cyclohexanecarbonyl]isoxazolidin-3-yl]pyridine-3-carbonitrile